C(C)(C)(C)C(C(=O)[O-])(CC1=CC=C(C=C1)O)C(C)(C)C DI-T-BUTYL-4-HYDROXYHYDROCINNAMATE